C(C)(C)(C)OC([C@H](CC1=CC(=CC=C1)B1OC(C(O1)(C)C)(C)C)[C@H]1CN(CC1)C(=O)OC(C)(C)C)=O Tert-butyl (S)-3-((R)-1-(tert-butoxy)-1-oxo-3-(3-(4,4,5,5-tetramethyl-1,3,2-dioxaborolan-2-yl)phenyl)propan-2-yl)pyrrolidine-1-carboxylate